methyl (1S,4R)-4-[3-(3,5-dichlorophenyl)-3aH,4H,5H,6H-pyrrolo[3,2-d][1,2]oxazole-6a-amido]cyclopent-2-ene-1-carboxylate ClC=1C=C(C=C(C1)Cl)C1=NOC2(C1CCN2)C(=O)N[C@H]2C=C[C@H](C2)C(=O)OC